ClC=1C(=CC(=NC1)OCC1CC1)N1C(C2=C(C=C1)N(N=C2)CC2=C(C=CC=C2)F)=O 5-(5-chloro-2-(cyclopropylmethoxy)pyridin-4-yl)-1-(2-fluorobenzyl)-1,5-dihydro-4H-pyrazolo[4,3-c]pyridin-4-one